C(C)OC(\C=C\C(NC=1SC(=CN1)C1=C(C=CC=C1)C)=O)=O (E)-3-(5-o-Tolyl-thiazol-2-ylcarbamoyl)-acrylic acid ethyl ester